copper nickel sodium iron manganate [Mn](=O)(=O)([O-])[O-].[Fe+2].[Na+].[Ni+2].[Cu+2]